NC1=NCN(C2=CC=CC=C12)C1=C2C=CN=C(C2=CC=C1C)NC1=CC(=NC=C1)C(F)(F)F 4-amino-N-(6-methyl-1-((2-(trifluoromethyl)pyridin-4-yl)amino)isoquinolin-5-yl)quinazoline